N=1C=C(N2C1C=CC=C2)B(O)O IMIDAZO[1,2-A]PYRIDIN-3-YLBORONIC ACID